tert-butyl (R)-1-hydroxypropan-2-ylcarbamate OC[C@@H](C)NC(OC(C)(C)C)=O